isobutyl (D)-2-aminopropionate hydrochloride Cl.N[C@@H](C(=O)OCC(C)C)C